(S)-1-cyano-N-(4-(6-cyclopropylpyridin-2-yl)thiazol-2-yl)-N-methylpyrrolidine-2-carboxamide C(#N)N1[C@@H](CCC1)C(=O)N(C)C=1SC=C(N1)C1=NC(=CC=C1)C1CC1